CC(CCC(=O)O)C(C=CC)C 4,5-dimethyl-6-octenoic acid